(S)-3-(3,4-difluorophenyl)-4-(5-(3,5-dimethylisoxazol-4-yl)-1-((trans)-4-ethoxycyclohexyl)-1H-benzo[d]imidazol-2-yl)-1,3-oxazinan-2-one FC=1C=C(C=CC1F)N1C(OCC[C@H]1C1=NC2=C(N1[C@@H]1CC[C@H](CC1)OCC)C=CC(=C2)C=2C(=NOC2C)C)=O